sulfonyl-6-[3-[[1-(trifluoromethyl)cyclobutyl]methoxy]pyrazol-1-yl]-2-[(4S)-2,2,4-trimethylpyrrolidin-1-yl]pyridine-3-carboxamide S(=O)(=O)=NC(=O)C=1C(=NC(=CC1)N1N=C(C=C1)OCC1(CCC1)C(F)(F)F)N1C(C[C@@H](C1)C)(C)C